(1-ethyl-2,3,4,5-tetramethylcyclopentadienyl)(2-propylindenyl)zirconium diiodide [I-].[I-].C(C)C1(C(=C(C(=C1C)C)C)C)[Zr+2]C1C(=CC2=CC=CC=C12)CCC